C(C)NC(=O)NC1=NC2=C(N1)C=CC(=C2)C2=C(C=CC(=C2)CC2=NNC(C1=CC=CC(=C21)F)=O)F 1-Ethyl-3-(5-(2-fluoro-5-((8-fluoro-4-oxo-3,4-dihydrophthalazin-1-yl)methyl)phenyl)-1H-benzoimidazol-2-yl)urea